p-Chlorotoluene CC1=CC=C(C=C1)Cl